N-butyl-2-methoxy-5-(pyrimidin-5-yl)-1H-benzo[d]Imidazole-1-carboxamide C(CCC)NC(=O)N1C(=NC2=C1C=CC(=C2)C=2C=NC=NC2)OC